C(C)N1CCC(CC1)N(C(=O)C=1N=C(SC1)C1=NN(C=N1)C1=CC=CC=C1)C N-(1-ethylpiperidin-4-yl)-N-methyl-2-(1-phenyl-1H-1,2,4-triazol-3-yl)-1,3-thiazole-4-carboxamide